(6-(5,5-Difluoropiperidin-3-yl)-7-fluoro-4-(4-methoxypyridin-3-yl)-1H-indol-2-yl)(4-(5-fluoro-3-methoxypyridin-2-yl)piperazin-1-yl)methanone FC1(CC(CNC1)C1=CC(=C2C=C(NC2=C1F)C(=O)N1CCN(CC1)C1=NC=C(C=C1OC)F)C=1C=NC=CC1OC)F